3-aminobenzenesulfonic acid sodium salt [Na+].NC=1C=C(C=CC1)S(=O)(=O)[O-]